(Aminoethylaminomethyl)Phenethyltrimethoxysilane NCCNCCO[Si](OC)(OC)CCC1=CC=CC=C1